(S)-1-(tert-butyl)-3-(7-fluoro-2-oxo-1-(1-(3-(trifluoromethoxy)phenyl)ethyl)-1,2-dihydroquinoxalin-6-yl)urea C(C)(C)(C)NC(=O)NC=1C=C2N=CC(N(C2=CC1F)[C@@H](C)C1=CC(=CC=C1)OC(F)(F)F)=O